Phenyl-(5-methylpyridin-2-yl)methanone C1(=CC=CC=C1)C(=O)C1=NC=C(C=C1)C